Methyl 6-oxo-1-thiazol-5-yl-pyridine-3-carboxylate O=C1C=CC(=CN1C1=CN=CS1)C(=O)OC